CC1=CC(=O)C(C(=O)O1)C(=O)C The molecule is a pyran-2,4-dione substituted at position 3 by an acetyl group and at position 6 by a methyl group. A fungicide and bactericide it is used primarily in processed fruit and vegetables. It has a role as a fungicide, an antibacterial agent and a plasticiser. It is a pyran-2,4-dione and a ketone.